(E)-7-(4-((5-(2-chlorobenzylideneamino)-2-thioxo-1,3,4-thiadiazol-3(2H)-yl)methyl)piperazin-1-yl)-1-cyclopropyl-6-fluoro-4-oxo-1,4-dihydroquinoline-3-carboxylic acid ClC1=C(\C=N\C2=NN(C(S2)=S)CN2CCN(CC2)C2=C(C=C3C(C(=CN(C3=C2)C2CC2)C(=O)O)=O)F)C=CC=C1